(9s)-N6-(1-ethylpropyl)-3-isopropyl-N8-(pyridazin-3-ylmethyl)-[1,2,4]triazolo[4,3-b]pyridazine-6,8-diamine C(C)C(CC)NC=1C=C(C=2N(N1)C(=NN2)C(C)C)NCC=2N=NC=CC2